(5S,8R)-N-(3-chloro-4-(trifluoromethyl)phenyl)-2-fluoro-6,7,8,9-tetrahydro-5H-5,8-epiminocyclohepta[d]pyrimidine-10-carboxamide ClC=1C=C(C=CC1C(F)(F)F)NC(=O)N1[C@H]2CC[C@@H]1CC=1N=C(N=CC12)F